C(#N)C1=C(C(=C(C(=C1F)F)S(=O)(=O)CCCCNC(OC(C)(C)C)=O)F)F tert-butyl (4-((4-cyano-2,3,5,6-tetrafluorophenyl)sulfonyl)butyl)carbamate